FC1=CC(=C(C=C1)C(C(C)(C)NC(=O)C=1C=C2C(=NC1)N(C=C2)C)O)C N-(1-(4-fluoro-2-methylphenyl)-1-hydroxy-2-methylpropan-2-yl)-1-methyl-1H-pyrrolo[2,3-b]pyridine-5-carboxamide